ClC=1C=C2C(=CNC2=CC1)CCCNS(=O)(=O)C1=CC=C(C=C1)OCCCN1CCNCC1 N-(3-(5-chloro-1H-indol-3-yl)propyl)-4-(3-(piperazin-1-yl)propoxy)benzenesulfonamide